2-(2-(cyclopropanesulfonylamino)thiazol-4-yl)-N-(4-(2-fluoropyridin-3-yl)phenyl)-2-methylpropanamide C1(CC1)S(=O)(=O)NC=1SC=C(N1)C(C(=O)NC1=CC=C(C=C1)C=1C(=NC=CC1)F)(C)C